N-((1r,4r)-4-(3-chloro-4-cyanophenoxy)cyclohexyl)-4-(3-hydroxypropyl)benzamide ClC=1C=C(OC2CCC(CC2)NC(C2=CC=C(C=C2)CCCO)=O)C=CC1C#N